3-nitro-N-((1-(tetrahydro-2H-pyran-2-yl)-1H-indazol-5-yl)carbamothioyl)benzamide [N+](=O)([O-])C=1C=C(C(=O)NC(NC=2C=C3C=NN(C3=CC2)C2OCCCC2)=S)C=CC1